N[C@@H](CCCC(=O)O)C(=O)O homoGlutamic acid